FC1=C(C(=CC=C1C=1SC=C(C1)C)C(C)(C)O)NC1=NC=NC2=CC(=C(C=C12)OC1CN(C1)C(C=C)=O)OC 1-(3-((4-((2-fluoro-6-(2-hydroxypropan-2-yl)-3-(4-methylthiophen-2-yl)phenyl)amino)-7-methoxyquinazolin-6-yl)oxy)azetidin-1-yl)prop-2-en-1-one